COC1=C(NCC2CC(C2)C=2C=C(C=3C=CN(C3C2)CC(F)(F)F)N)C=CC(=C1)S(=O)(=O)C 6-[3-[(2-methoxy-4-methylsulfonyl-anilino)methyl]cyclobutyl]-1-(2,2,2-trifluoroethyl)indol-4-amine